The molecule is a branched trisaccharide consisting of beta-D-galactose having an alpha-L-fucosyl residue at the 2-position and an alpha-D-galactosyl residue at the 3-position. It has a role as an epitope. C[C@H]1[C@H]([C@H]([C@@H]([C@@H](O1)O[C@@H]2[C@H]([C@H]([C@H](O[C@H]2O)CO)O)O[C@@H]3[C@@H]([C@H]([C@H]([C@H](O3)CO)O)O)O)O)O)O